2-((1R,5S)-3-(8-fluoro-7-(3-hydroxynaphthalen-1-yl)-2-((tetrahydro-1H-pyrrolizin-7a(5H)-yl)methoxy)quinazolin-4-yl)-3,8-diazabicyclo[3.2.1]octan-8-yl)-N-methylacetamide FC=1C(=CC=C2C(=NC(=NC12)OCC12CCCN2CCC1)N1C[C@H]2CC[C@@H](C1)N2CC(=O)NC)C2=CC(=CC1=CC=CC=C21)O